C(CCC)OCCCCOCCCCOCCCC 4-butoxybutyl ether